5-chloro-4,6-dimethylnicotinonitrile ClC=1C(=NC=C(C#N)C1C)C